C(#C)C1=NN(C(=C1C(=O)N)NC)[C@@H]1CN([C@@H](C1)C)C(C=C)=O 3-ethynyl-1-[(3S,5R)-5-methyl-1-(prop-2-enoyl)pyrrolidin-3-yl]-5-(methylamino)pyrazole-4-carboxamide